2-(4-(2-hydroxy-2-methylpropyl)phenoxy)1,1,3-trimethylcyclohexane fluorine [F].OC(CC1=CC=C(OC2C(CCCC2C)(C)C)C=C1)(C)C